ClC1=C(C(=CC=C1)Cl)C1OC[C@H]([C@H](O1)[C@@H](C[Se@+]1[C@@H]([C@H]([C@@H](C1)O)O)CO)O)O (1S,2R,3S,4S)-1-((2S)-2-((4S,5R)-2-(2,6-dichlorophenyl)-5-hydroxy-1,3-dioxan-4-yl)-2-hydroxyethyl)-3,4-dihydroxy-2-(hydroxymethyl)tetrahydro-1H-selenophen-1-ium